ClC=1C(=CC=C2C=CN(C12)C(=O)OC(C)(C)C)F tert-butyl 7-chloro-6-fluoro-indole-1-carboxylate